5-chloro-7-(4-(trifluoromethoxy)phenyl)thiazolo[5,4-d]pyrimidine ClC=1N=C(C2=C(N1)SC=N2)C2=CC=C(C=C2)OC(F)(F)F